NC1=C2C(=NC(=N1)N)N(N=C2C)[C@H]2C[C@@H]([C@H](O2)C#C)OC(C2=CC=C(C=C2)C)=O (2R,3S,5R)-5-(4,6-Diamino-3-methyl-pyrazolo[3,4-d]pyrimidin-1-yl)-2-ethynyl-3-(4-methylbenzoyl)oxy-tetrahydrofuran